N1N=CCC1=O 1H-pyrazol-5(4H)-one